CN(CCCNC(CCCCCC(=O)OCC(CCCCCC)CCCC)CCCCCC(=O)OCC(CCCCCC)CCCC)C bis(2-butyloctyl) 7-((3-(dimethylamino)propyl)amino)tridecanedioate